C(C)N(C1=CC=C2C=C(C(OC2=C1)=O)C1=C(N(N=C1)C(C)=O)C(=O)N)CC 7-(diethylamino)-2-oxo-2H-chromen-3-yl-2-acetylpyrazoleamide